FC1=CC=CC2=C1N(C(=N2)C=2C(=NON2)N)CC=2C=NC(=CC2)OC 4-[7-fluoro-1-[(6-methoxypyridin-3-yl)methyl]benzimidazol-2-yl]-1,2,5-oxadiazol-3-amine